N-(4-chloro-9H-xanthen-9-yl)-2-oxo-6-(trifluoromethyl)-1,2-dihydropyridine-3-carboxamide ClC1=CC=CC=2C(C3=CC=CC=C3OC12)NC(=O)C=1C(NC(=CC1)C(F)(F)F)=O